IOC(C)(C)C tert-Butyl hypoiodite